C(C)(C)(C)OC(=O)N1[C@H]2[C@H]([C@@H](C1)C2)NC2=C(C(=NC1=C(C(=C(C=C21)CCC#N)C2=C(C(=CC=C2)Cl)C)F)C)I (1R,4R,5S)-5-((7-(3-chloro-2-methylphenyl)-6-(2-cyanoethyl)-8-fluoro-3-iodo-2-methylquinolin-4-yl)amino)-2-azabicyclo[2.1.1]hexane-2-carboxylic acid tert-butyl ester